FC1=C(C=CC=C1)CC(=O)NN 2-fluorobenzeneacethydrazide